((3'-(methoxymethoxy)-2,3,4,5-tetrahydro-[1,1'-biphenyl]-4-yl)methyl)-1-(((S)-oxetan-2-yl)methyl)-1H-benzo[d]imidazole-6-carboxylic acid methyl ester COC(=O)C=1C=CC2=C(N(C(=N2)CC2CCC(=CC2)C2=CC(=CC=C2)OCOC)C[C@H]2OCC2)C1